4-(((4-(5-chloro-2-(((1S,4s)-4-(((R)-1-methoxypropan-2-yl)amino)cyclohexyl)amino)pyridin-4-yl)thiazol-2-yl)amino)methyl)-tetrahydro-2H-pyran-4-carbonitrile ClC=1C(=CC(=NC1)NC1CCC(CC1)N[C@@H](COC)C)C=1N=C(SC1)NCC1(CCOCC1)C#N